6-[[3-(2-furyl)pyrazol-1-yl]methyl]-4-oxo-pyridine-3-carboxylic acid O1C(=CC=C1)C1=NN(C=C1)CC1=CC(C(C=N1)C(=O)O)=O